Methyl 5-benzyl-3-((R)-2-methoxy-1-(6-methylpicolinamido)ethyl)-4,5-dihydroisoxazole-5-carboxylate C(C1=CC=CC=C1)C1(CC(=NO1)[C@H](COC)NC(C1=NC(=CC=C1)C)=O)C(=O)OC